Potassium 6-hydroxycaproate salt OCCCCCC(=O)[O-].[K+]